7-{8-chloro-1H,2H,3H-pyrido[2,3-b][1,4]oxazin-7-yl}-N-[4-(5-cyclopropyl-1,3,4-oxadiazol-2-yl)phenyl]-5H,6H,7H,8H-pyrido[3,4-d]pyrimidin-2-amine ClC1=C(C=NC=2OCCNC21)N2CC=1N=C(N=CC1CC2)NC2=CC=C(C=C2)C=2OC(=NN2)C2CC2